(S)-3-bromo-4-((4-cyanophenyl)sulfonamido)-N-(3,3-dimethylbutan-2-yl)-1-methyl-1H-pyrazole-5-carboxamide BrC1=NN(C(=C1NS(=O)(=O)C1=CC=C(C=C1)C#N)C(=O)N[C@@H](C)C(C)(C)C)C